C1(CC1)C1=CC(=NN1)NC(C(C)C=1C=NN(C1)C1=CC(=C(C=C1)F)C)=O N-(5-cyclopropyl-1H-pyrazol-3-yl)-2-(1-(4-fluoro-3-methyl-phenyl)-1H-pyrazol-4-yl)propanamide